[O-2].[Ce+3].[Mn+2] Manganese-cerium oxide